C1(=CC=CC=C1)C1=NC(=NC(=N1)C1=CC=CC=C1)C1=C(C=C(C=C1)OCCCCCC)O 4,6-diphenyl-1,3,5-triazin-2-yl-5-hexoxy-phenol